C(N)(=O)C1=C(C(=CC(=C1)Cl)C)C1=C(N(N=C1CN1N=C(N=N1)C1CC1)C1=NC=CC=C1Cl)C(=O)N 2-carbamoyl-4-chloro-6-methyl-phenyl-2-(3-chloro-2-pyridyl)-5-[(5-cyclopropyltetrazol-2-yl)methyl]pyrazole-3-carboxamide